C(C)(C)(C)NNC(C1=C(C=CC=C1F)F)=O 2,6-difluoro-benzoic acid N'-tert-butyl-hydrazide